(6-(2-amino-5-(1-(piperidin-4-yl)-1H-pyrazol-4-yl)pyridin-3-yl)pyridazin-3-yl)-3-(4-fluorophenyl)-1-methyl-4-oxo-1,4-dihydropyridine-2,5-dicarboxamide NC1=NC=C(C=C1C1=CC=C(N=N1)C1=C(C(C(=C(N1C)C(=O)N)C1=CC=C(C=C1)F)=O)C(=O)N)C=1C=NN(C1)C1CCNCC1